(1R,2S)-cyclopropane C1CC1